OC1NC2=CC=CC=C2C1 2-Hydroxyindoline